(1R,5S)-3-(7-bromo-2,6,8-trifluoroquinazolin-4-yl)-3,8-diazabicyclo[3.2.1]Octane-8-carboxylate BrC1=C(C=C2C(=NC(=NC2=C1F)F)N1C[C@H]2CC[C@@H](C1)N2C(=O)[O-])F